C(C)(C)C1=C(C=CC=C1)C1N(CCN(C1)CC1=CC=C(C=C1)C)C1CC2(C1)CCN(CC2)C(=O)OC(C)(C)C tert-butyl 2-(2-(2-isopropylphenyl)-4-(4-methylbenzyl) piperazin-1-yl)-7-azaspiro[3.5]nonane-7-carboxylate